BrC1C(CCC(C1)C(F)(F)F)=O 2-bromo-4-(trifluoromethyl)cyclohexan-1-one